CN(CCCC(=O)N(CCCCCOC1OCCCC1)C(CCCCCCC(=O)OC)CCCCCCCCCC)C methyl 8-[4-(dimethylamino)-N-[5-(oxan-2-yloxy)pentyl]butanamido]octadecanoate